FC1=CC=C(C=C1)C1=C(C2=C(S1)C=C(C=C2)O)OC2=CC=C(C=C2)N2CCN(CC2)CCCC2CCN(CC2)C=2C=C1CN(C(C1=CC2)=O)C2C(NC(CC2)=O)=O 3-(5-(4-(3-(4-(4-((2-(4-fluorophenyl)-6-hydroxybenzo[b]thiophen-3-yl)oxy)phenyl)piperazin-1-yl)propyl)piperidin-1-yl)-1-oxoisoindolin-2-yl)piperidine-2,6-dione